FC=1C=CC(=C(C(=O)O)C1)N1CCOCC1 5-fluoro-2-morpholin-4-ylbenzoic acid